C=C(C)C=1C2=C(N=C(N1)NC=1N=CN(C1)C1=CC(=C(C(=C1)OC)OC)OC)C=CS2 4-(prop-1-en-2-yl)-N-(1-(3,4,5-trimethoxyphenyl)-1H-imidazol-4-yl)thieno[3,2-d]pyrimidin-2-amine